C(C)(C)(C)N(C(O)=O)[C@@H]1CC[C@@H](CC1)N(C1=CC=CC=C1)CC1COC1.C(C)(C)(C)[Si](C)(C)OCCC=C tert-butyl-(but-3-en-1-yloxy)dimethylsilane cis-tert-butyl-(4-((oxetan-3-ylmethyl)(phenyl)amino)cyclohexyl)carbamate